Ethyl 6-isopropyl-3-(3-methoxypropoxy)-2,10-dioxo-2,5,6,10-tetrahydro-1H-pyrido[1,2-h][1,7]naphthyridine-9-carboxylate C(C)(C)C1CC=2C=C(C(NC2C=2N1C=C(C(C2)=O)C(=O)OCC)=O)OCCCOC